tert-butyl (4-(6-chloro-2-(2,4-dimethyl-1,4-diazepan-1-yl)-4-(dimethylamino)-8-fluoroquinazolin-7-yl)-3-cyano-7-fluorobenzo[b]thiophen-2-yl)carbamate ClC=1C=C2C(=NC(=NC2=C(C1C1=CC=C(C=2SC(=C(C21)C#N)NC(OC(C)(C)C)=O)F)F)N2C(CN(CCC2)C)C)N(C)C